N1C[C@H](CCC1)NC1=NC=C(C(=N1)C=1C=C(NC1)C(=O)OCC)C(F)(F)F ethyl 4-(2-{[(3S)-piperidin-3-yl]amino}-5-(trifluoromethyl)pyrimidin-4-yl)-1H-pyrrol-2-carboxylate